pyrrole trifluoromethanesulfonate FC(S(=O)(=O)O)(F)F.N1C=CC=C1